7-(1H-indol-3-yl)-1-(3,4,5-trimethoxyphenyl)pyrrolo[1,2-a]pyrazine N1C=C(C2=CC=CC=C12)C=1C=C2N(C=CN=C2C2=CC(=C(C(=C2)OC)OC)OC)C1